6-oxo-7-oxa-2,5-diazaspiro[3.4]octane-2-carboxylic acid tert-butyl ester C(C)(C)(C)OC(=O)N1CC2(C1)NC(OC2)=O